2-azabicyclo[2.2.1]heptane-6-amine C12NCC(CC1N)C2